1-(2,3-Dihydro-benzo[1,4]dioxin-6-yl)-3-(3,4,5-trimethoxy-phenyl)-propenone COC1=CC(=CC(=C1OC)OC)/C=C/C(=O)C2=CC3=C(C=C2)OCCO3